C[Si](O[Si](O[Si](CCC1C2C=CC(C1)C2)(C)C)(C)C)(CCC2C1C=CC(C2)C1)C 1,1,3,3,5,5-hexamethyl-1,5-bis[2-(5-norbornen-2-yl)ethyl]trisiloxane